CC1=NC=CC(=N1)C 2,4-dimethyl-pyrimidine